ClC=1C=C2C(=CC(=NC2=CC1)C(F)(F)F)N[C@@H]1C[C@@H](CCC1)NC(=O)C=1C(=NN(C1)CC)C1CC1 N-[(1R,3S)-3-{[6-chloro-2-(trifluoromethyl)quinolin-4-yl]amino}cyclohexyl]-3-cyclopropyl-1-ethyl-1H-pyrazole-4-carboxamide